C1(=CC=CC=C1)C(CCN1CCCC1)=C 1-(3-phenylbut-3-en-1-yl)pyrrolidine